FC1(C(C=2C(=CN(C2CC1)C=1C(=C(C#N)C=CC1)F)C(F)(F)F)O)F 5,5-difluoro-4-hydroxy-3-(trifluoromethyl)-4,5,6,7-tetrahydro-1H-indol-1-yl-2-fluorobenzonitrile